OC1=C2C=CC(=CC2=CC=C1)NC(C)=O N-(5-hydroxynaphthalen-2-yl)acetamide